F[C@@]1(COCC1)C1=CC=CC(=N1)N1N=CC=2C=NC(=CC21)NC(C)=O (R)-N-(1-(6-(3-fluorotetrahydrofuran-3-yl)pyridin-2-yl)-1H-pyrazolo[4,3-c]pyridin-6-yl)acetamide